C1(CCCC1)C1=NC2=NC=NC(=C2N1)C(=O)NCC1=CC(=CC(=C1)C=1OC=CC1)F 8-Cyclopentyl-N-(3-fluoro-5-(furan-2-yl)benzyl)-7H-purine-6-carboxamide